3-Methyl-N-[5-(1-methyl-2-oxo-1,2,3,4-tetrahydro-quinolin-6-yl)-pyridin-3-ylmethyl]-butyramide CC(CC(=O)NCC=1C=NC=C(C1)C=1C=C2CCC(N(C2=CC1)C)=O)C